CC1=CC=C(C=C1)S(=O)(=O)OC1=CC(=C(C(=C1C)OCC1=NC=CC=C1)C=O)OS(=O)(=O)C1=CC=C(C=C1)C 4-formyl-6-methyl-5-(pyridin-2-ylmethoxy)-1,3-phenylene bis(4-methylbenzenesulfonate)